CN(CCCN)CCCN methyl-bis-(3-aminopropyl)amine